CC=1C(=NC=C(C1)C)N1CCN(CC1)C(=O)C1=CC=C(C=C1)C1(C(NC(N1)=O)=O)CF 5-{4-[4-(3,5-dimethylpyridin-2-yl)piperazine-1-carbonyl]phenyl}-5-fluoromethylimidazolidine-2,4-dione